N-[(4-bromo-3-nitrophenyl)methyl]-N-(4,4-difluoro-1,1-dioxo-3,4-dihydro-2H-1λ6-benzothiopyran-8-yl)pyridine-3-carboxamide BrC1=C(C=C(C=C1)CN(C(=O)C=1C=NC=CC1)C1=CC=CC=2C(CCS(C21)(=O)=O)(F)F)[N+](=O)[O-]